1-{3-[(Z)-2-[5-(trifluoromethyl)-1,2-oxazol-3-yl]ethenyl]azetidin-1-yl}prop-2-en-1-one FC(C1=CC(=NO1)\C=C/C1CN(C1)C(C=C)=O)(F)F